[Co].O water cobalt